manganese(II) formate hydrate O.C(=O)[O-].[Mn+2].C(=O)[O-]